manganese (III) porphyrin C12=CC=C(N1)C=C1C=CC(=N1)C=C1C=CC(N1)=CC=1C=CC(N1)=C2.[Mn+3]